C(C1=CC=CC=C1)N1[C@H]2CC(C[C@@H]1CCC2)NC(C(F)(F)F)=O N-((1R,3s,5S)-9-benzyl-9-azabicyclo[3.3.1]nonan-3-yl)-2,2,2-trifluoroacetamide